C(C1=CC=CC=C1)(C1=CC=CC=C1)(C1=CC=CC=C1)N1N=CC(=C1)CNCCO 2-(((1-trityl-1H-pyrazol-4-yl)methyl)amino)ethan-1-ol